[6-(3-cyclopropyl-1H-1,2,4-triazol-5-yl)-2-azaspiro[3.3]heptan-2-yl]-[3-[3-(4-fluoro-2-mesyl-phenyl)-1-bicyclo[1.1.1]pentanyl]azetidin-1-yl]methanone C1(CC1)C1=NNC(=N1)C1CC2(CN(C2)C(=O)N2CC(C2)C23CC(C2)(C3)C3=C(C=C(C=C3)F)S(=O)(=O)C)C1